(S)-4-cyclopropyl-6-(3-(3-methyl-1-((4-methyl-4H-1,2,4-triazol-3-yl)methyl)cyclobutyl)phenyl)-2-((3-methylpiperidin-1-yl)methyl)-1-tosyl-1,6-dihydro-7H-pyrrolo[2,3-c]pyridin-7-one C1(CC1)C=1C2=C(C(N(C1)C1=CC(=CC=C1)C1(CC(C1)C)CC1=NN=CN1C)=O)N(C(=C2)CN2C[C@H](CCC2)C)S(=O)(=O)C2=CC=C(C)C=C2